C(OCCCCCCOCC(COCC1=CC=CC=C1)OCCCCCCOC(=O)OC(CCCCCCCCC)CCCCCC)(OC(CCCCCCCCC)CCCCCC)=O 6-[3-benzyloxy-2-[6-(1-hexyldecoxycarbonyloxy)hexoxy] propoxy]hexyl 1-hexyldecyl carbonate